(S)-quinuclidin-3-yl (5-(4-butoxy-3-chlorophenyl)-2,2-dimethyl-2,3-dihydro-1H-inden-1-yl)carbamate C(CCC)OC1=C(C=C(C=C1)C=1C=C2CC(C(C2=CC1)NC(O[C@@H]1CN2CCC1CC2)=O)(C)C)Cl